gamma-(N-ethylamino)propylmethyldimethoxysilane C(C)NCCC[Si](OC)(OC)C